C(C)(C)(C)OC(=O)N1[C@@H](CC(C1)COC)CO (2S)-2-(hydroxymethyl)-4-(methoxymethyl)-pyrrolidine-1-carboxylic acid tert-butyl ester